C(C)(C)C=1C=C(C(C=O)=C(C1)[2H])[2H] 4-isopropyl-benzaldehyde-2,6-d2